CC1N(CC1)C1=NC(=CC(=N1)N1CC(N(CC1)CC(N1CCNCC1)=O)=O)C(F)(F)F 4-(2-(2-methylazetidin-1-yl)-6-(trifluoromethyl)pyrimidin-4-yl)-1-(2-oxo-2-(piperazin-1-yl)ethyl)piperazin-2-one